2-tert-butyl-6-methyl-4-[[4-octylsulfanyl-6-[(2,2,6,6-tetramethylpiperidin-4-yl)amino]-1,3,5-triazin-2-yl]amino]phenol C(C)(C)(C)C1=C(C(=CC(=C1)NC1=NC(=NC(=N1)SCCCCCCCC)NC1CC(NC(C1)(C)C)(C)C)C)O